NC1=C(C=C(C=C1)Br)N1C[C@H](C[C@H]1CO)NC(OC(C)(C)C)=O tert-Butyl ((3S,5S)-1-(2-amino-5-bromophenyl)-5-(hydroxymethyl)pyrrolidin-3-yl)carbamate